FC=1C=C(NC=2SC(=C(N2)C(=O)N[C@H]2CCC23CCCC3)C)C=C(C1)F 2-(3,5-difluoroanilino)-5-methyl-N-[(3S)-spiro[3.4]octan-3-yl]-thiazole-4-carboxamide